2-(4-(2-chloro-6-(trifluoromethyl)pyrimidin-4-yl)piperazin-1-yl)acetic acid ethyl ester C(C)OC(CN1CCN(CC1)C1=NC(=NC(=C1)C(F)(F)F)Cl)=O